lithium fluoride beryllium fluoride [F-].[Be+2].[F-].[Li+]